methyl D-glucopyranosyl-(1→4)-α-D-glucopyranoside C1([C@H](O)[C@@H](O)[C@H](O)[C@H](O1)CO)O[C@H]1[C@@H]([C@H]([C@@H](OC)O[C@@H]1CO)O)O